C(C)(C)(C)OC(=O)N(C1=CC(=NC(=C1C#N)C)NC1=C(C(=C2C(=N1)CCO2)C=2CCCN(CC2)C(=O)OC(C)(C)C)F)C tert-butyl 5-[5-[[4-[tert-butoxycarbonyl(methyl)amino]-5-cyano-6-methyl-2-pyridyl]amino]-6-fluoro-2,3-dihydrofuro[3,2-b]pyridin-7-yl]-2,3,4,7-tetrahydroazepine-1-carboxylate